C(C)OCC#C monoethoxymethylacetylene